2-((8-(6-((4-cyano-2-fluorobenzyl)oxy)pyridin-2-yl)-3,8-diazabicyclo[3.2.1]octan-3-yl)methyl)-1-(((S)-tetrahydrofuran-2-yl)methyl)-1H-benzo[d]imidazole-6-carboxylic acid C(#N)C1=CC(=C(COC2=CC=CC(=N2)N2C3CN(CC2CC3)CC3=NC2=C(N3C[C@H]3OCCC3)C=C(C=C2)C(=O)O)C=C1)F